6-((2-(3-((4-((4-(3-(5-(tert-Butyl)-2-methoxy-3-(methylsulfonamido)phenyl)ureido)naphthalin-1-yl)oxy)pyridin-2-yl)amino)-5-methoxyphenoxy)ethoxy)methyl)pyridazin C(C)(C)(C)C=1C=C(C(=C(C1)NC(NC1=CC=C(C2=CC=CC=C12)OC1=CC(=NC=C1)NC=1C=C(OCCOCC2=CC=CN=N2)C=C(C1)OC)=O)OC)NS(=O)(=O)C